1-(1-(azetidin-3-yl)piperidin-4-yl)-3-(6-phenoxypyridin-3-yl)-1H-pyrazolo[3,4-d]pyrimidin-4-amine N1CC(C1)N1CCC(CC1)N1N=C(C=2C1=NC=NC2N)C=2C=NC(=CC2)OC2=CC=CC=C2